ethyl-bromopropene C(C)C(=CC)Br